(19R)-3-ethyl-16-fluoro-5,10,19-trimethyl-20-oxa-4,5,9,10,11,23-hexaazapentacyclo[19.3.1.02,6.08,12.013,18]pentacosa-1(24),2(6),3,8,11,13,15,17,21(25),22-decaen-22-amine C(C)C=1C=2C3=CN=C(C(O[C@@H](C4=CC(=CC=C4C4=NN(N=C4CC2N(N1)C)C)F)C)=C3)N